C(C)(=O)OC(=COC(C)=O)CO hydroxymethylvinylene diacetate